The molecule is the conjugate base of adenosylcobalamin 5'-phosphate, formed by loss of two protons from the 5'-phosphate group. It is an organophosphate oxoanion and an alkylcob(III)alamin. It is a conjugate base of an adenosylcobalamin 5'-phosphate. CC1=CC2=C(C=C1C)N(C=N2)[C@@H]3[C@@H]([C@@H]([C@H](O3)COP(=O)([O-])[O-])OP(=O)([O-])O[C@H](C)CNC(=O)CC[C@@]\\4([C@H]([C@@H]5[C@]6([C@@]([C@@H](C(=N6)/C(=C\\7/[C@@]([C@@H](C(=N7)/C=C\\8/C([C@@H](C(=N8)/C(=C4\\[N-]5)/C)CCC(=O)N)(C)C)CCC(=O)N)(C)CC(=O)N)/C)CCC(=O)N)(C)CC(=O)N)C)CC(=O)N)C)O.[CH2-][C@@H]1[C@H]([C@H]([C@@H](O1)N2C=NC3=C(N=CN=C32)N)O)O.[Co]